FC=1C=C2C(=NC(=NC2=CC1)N1CCOCC1)N1CC=2C=C(C=NC2CC1)NC=1N(N=CC1)C 6-(6-fluoro-2-morpholino-quinazolin-4-yl)-N-(2-methylpyrazol-3-yl)-7,8-dihydro-5H-1,6-naphthyridin-3-amine